C(CCCCCCC\C=C/C\C=C/CCCCC)(=O)OCC(C)COC(=O)OCCCCN1CCN(CC1)C 2-((((4-(4-methylpiperazin-1-yl)butoxy)carbonyl)oxy)methyl)propyl (9Z,12Z)-octadeca-9,12-dienoate